(E)-N-((4-bromothiophen-2-yl)methylene)-2-methylpropan-2-sulfinamide BrC=1C=C(SC1)\C=N\S(=O)C(C)(C)C